C(C=C)(=O)N1CC2=CC(=CC=C2CC1)C1=C(C2=C(C(=N1)C=1C=NC=3CC(NCC3C1)=O)C=CS2)C2=C(C=C(C=C2OCCOC)F)F (S)-3-(6-(2-propenoyl-1,2,3,4-tetrahydroisoquinolin-7-yl)-7-(2,4-difluoro-6-(2-methoxyethoxy)phenyl)thieno[3,2-c]pyridin-4-yl)-5,8-dihydro-1,6-naphthyridin-7(6H)-one